O=C1NC(CCC1N1C(C2=CC=CC=C2C(C1=O)NCCCCNC(C1=CC(=CC=C1)C)=O)=O)=O N-(4-((2-(2,6-dioxopiperidin-3-yl)-1,3-dioxoisoquinolin-4-yl)amino)butyl)-3-methylbenzamide